3-ethyl-4-iodo-1H-pyridin-2-one C(C)C=1C(NC=CC1I)=O